2'-bromo-4'-chloro-3,4-dihydroxy-5-methoxy-[1,1'-biphenyl]-2-carboxaldehyde BrC1=C(C=CC(=C1)Cl)C=1C(=C(C(=C(C1)OC)O)O)C=O